(S,E)-6-(6,7-dihydroxy-3,7-dimethyloct-2-en-1-yl)-5-hydroxy-7-(methoxymethoxy)-2-(4-(methoxymethoxy)phenyl)-4H-chromen-4-one O[C@@H](CC/C(=C/CC=1C(=C2C(C=C(OC2=CC1OCOC)C1=CC=C(C=C1)OCOC)=O)O)/C)C(C)(C)O